ethyl 5-(N-(4-chloro-2-((N-(furan-2-ylmethyl) methylsulfamoyl) methyl) phenyl)-N-ethylsulfamoyl)-3-methylbenzofuran-2-carboxylate ClC1=CC(=C(C=C1)N(S(=O)(=O)C=1C=CC2=C(C(=C(O2)C(=O)OCC)C)C1)CC)CS(N(CC=1OC=CC1)C)(=O)=O